3-((3S,4R)-4-hydroxytetrahydrofuran-3-yl)-8-(1-methyl-1H-pyrazol-4-yl)-6-(6-(trifluoromethyl)pyridin-3-yl)pyrido[3,4-d]pyrimidin-4(3H)-one O[C@@H]1[C@H](COC1)N1C=NC2=C(C1=O)C=C(N=C2C=2C=NN(C2)C)C=2C=NC(=CC2)C(F)(F)F